5,6-difluoro-2'-(1'H,3H-spiro[2-benzofuran-1,4'-piperidin]-1'-yl)-1,3-dihydro-4'H-spiro[indene-2,5'-[1,3]oxazol]-4'-one FC=1C=C2CC3(C(N=C(O3)N3CCC4(CC3)OCC3=C4C=CC=C3)=O)CC2=CC1F